CC1=CC(=NO1)C(=O)NN 5-methyl-1,2-oxazole-3-carboxylic acid hydrazide